Methyl 6-({[(pyridin-4-yl) methyl] carbamoyl} amino)-1,2-benzoxazole-3-carboxylate N1=CC=C(C=C1)CNC(=O)NC1=CC2=C(C(=NO2)C(=O)OC)C=C1